(S)-2-(5-aminopent-1-yn-1-yl)-5-(4-(2-(4-(4-chlorophenyl)-2,3,9-trimethyl-6H-thieno[3,2-f][1,2,4]triazolo[4,3-a][1,4]diazepin-6-yl)acetyl)piperazin-1-yl)benzoic acid NCCCC#CC1=C(C(=O)O)C=C(C=C1)N1CCN(CC1)C(C[C@H]1C=2N(C3=C(C(=N1)C1=CC=C(C=C1)Cl)C(=C(S3)C)C)C(=NN2)C)=O